ClC1=CC=C(C(=N1)C)N[C@H](C)C=1C=C(C=C2C(C(=C(OC12)C=1C(=NN(C1)C)C)C)=O)C 8-[(1R)-1-[(6-Chloro-2-methyl-3-pyridyl)amino]ethyl]-2-(1,3-dimethylpyrazol-4-yl)-3,6-dimethyl-chromen-4-one